BrC=1C=C2C(CNC(C2=CC1)=O)C(=O)N(C)OC 6-bromo-N-methoxy-N-methyl-1-oxo-1,2,3,4-tetrahydroisoquinoline-4-carboxamide